O=C1NCC2=CC=C(C=C12)NC(CC(=O)OCC)C Ethyl 3-((3-oxoisoindolin-5-yl)amino)butanoate